5-(6-((4-(3-Amino-4-nitrophenyl)piperazin-1-yl)methyl)-3-azabicyclo[3.1.0]hexan-3-yl)-2-(2,6-dioxopiperidin-3-yl)isoindoline-1,3-dione NC=1C=C(C=CC1[N+](=O)[O-])N1CCN(CC1)CC1C2CN(CC12)C=1C=C2C(N(C(C2=CC1)=O)C1C(NC(CC1)=O)=O)=O